ClC1=C(C(=CC=C1)C)C1=CC2=C(N=C(S2)NC(=O)C2C(C2)F)C=C1 N-(6-(2-chloro-6-methylphenyl)benzo[d]thiazol-2-yl)-2-fluorocyclopropane-1-carboxamide